(S)-1-((2S,4R)-4-Hydroxy-2-((4-(4-methylthiazol-5-yl)benzyl)carbamoyl)pyrrolidin-1-yl)-3,3-dimethyl-1-oxobutane O[C@@H]1C[C@H](N(C1)C(CC(C)(C)C)=O)C(NCC1=CC=C(C=C1)C1=C(N=CS1)C)=O